CCCCOCC1CO1 N-butyl glycidyl ether